FC=1C=C(C=CC1)P(C1=CC(=CC=C1)F)C1=CC(=CC=C1)F tri(3-fluorophenyl)phosphine